FC1(CC(C1)C=1NC(=NN1)C=1C(=CC(=C(C1)NC(=O)C=1C=NN2C1C=CC(=C2)F)C)F)F N-[5-[5-(3,3-Difluorocyclobutyl)-4H-1,2,4-triazol-3-yl]-4-fluoro-2-methylphenyl]-6-fluoropyrazolo[1,5-a]pyridine-3-carboxamide